C(C)[C@H](C(=O)O)CCCC (S)-2-ethylhexanoic acid